2-cyclopentyl-1-(2-(7-hydroxy-3,9-diazabicyclo[3.3.1]nonan-9-yl)-7,8-dihydro-1,6-naphthyridin-6(5H)-yl)ethan-1-one C1(CCCC1)CC(=O)N1CC=2C=CC(=NC2CC1)N1C2CNCC1CC(C2)O